ClC=1C(=NC(=NC1)NC1CCCCC1)NC1=C(C=CC=C1)C 5-chloro-N2-cyclohexyl-N4-(o-tolyl)pyrimidine-2,4-diamine